BrC1(CC=C(N=C1)C)N 5-bromo-methyl-5-aminopyridine